C(C)N(C(=O)C1=CC2=C3C=4CN=C3C[C@H](C2C)C[C@@H]1N=CC4)CC (6S,10R)-N,N-Diethyl-9-methyl-6,9,10,11-tetrahydro-2H-6,10-methanoazonino[4,5,6-cd]indole-7-carboxamide